tert-butyl 3-((3-bromo-5-fluorobenzyl)carbamoyl)-2-azabicyclo[2.1.1]hexane-2-carboxylate BrC=1C=C(CNC(=O)C2N(C3CC2C3)C(=O)OC(C)(C)C)C=C(C1)F